C(C)(=O)N[C@@H](CC1=CC=C(C=C1)O)C(=O)O Acetyl-L-Tyrosine